C(\C=C\C(=O)O)(=O)O.C(=O)NC1=CC=CC=C1 formanilide fumarate